OC1=C(C(=O)NC2=CN(C(C=C2)=O)C2=CC=CC=C2)C=CC=C1 2-hydroxy-N-(6-oxo-1-phenyl-1,6-dihydropyridin-3-yl)benzamide